2-chloro-6-(1H-imidazol-1-yl)pyridine-3-carbonitrile ClC1=NC(=CC=C1C#N)N1C=NC=C1